8-fluoro-5,6-dihydro-4H-pyrrolo[3,2,1-ij]quinolin-5-ol FC=1C=C2CC(CN3C2=C(C1)C=C3)O